CCCCC(C)(C)C neooctane